C(C)NC(=S)N\N=C\1/C(NC2=CC(=CC=C12)OC)=O (Z)-N-ethyl-2-(6-methoxy-2-oxoindolin-3-ylidene)hydrazinecarbothioamide